C1(CC1)C(C1=CC(=NC=C1)NC([C@H](C1CCC(CC1)C)NC(OCCCC)=O)=O)NC(CCC(F)(F)F)=O butyl ((1S)-2-((4-(cyclopropyl(4,4,4-trifluorobutanamido)methyl)pyridin-2-yl)amino)-1-((1r,4S)-4-methylcyclohexyl)-2-oxoethyl)carbamate